C1(CC1)CN1CCC(CC1)C(NS(=O)C(C)(C)C)C1=C(C=C(C(=C1)Cl)Cl)O N-[[1-(cyclopropylmethyl)piperidin-4-yl](4,5-dichloro-2-hydroxyphenyl)methyl]-2-methylpropane-2-sulfinamide